OC1CCC(CC1)NC1=NC2=CC=CC=C2C=N1 2-{[(1r,4r)-4-hydroxycyclohexyl]amino}quinazolin